2-(2-cyclopropylpyrimidin-5-yl)-6-[1-(2,2-difluoroethyl)-1H-pyrazolo[3,4-b]pyrazin-6-yl]-2,6-diazaspiro[3.4]octane C1(CC1)C1=NC=C(C=N1)N1CC2(C1)CN(CC2)C2=CN=C1C(=N2)N(N=C1)CC(F)F